C[C@]12CC3(CC(C[C@@](C1)(C3)C)C2)NC(NC2=CC=C(C(=O)N3C[C@@H](CCC3)C(=O)N)C=C2)=O (R)-1-(4-{3-[(1r,3R,5S,7S)-3,5-dimethyladamantane-1-yl]ureido}benzoyl)piperidine-3-carboxamide